C(C1=CC=CC=C1)OC1=C(C(=O)Cl)C=CC=C1 2-(benzyloxy)benzoyl chloride